FC1=C(C(=CC(=C1)OC)F)C1=C(C(N(N1C)C1=NC(=CC=C1)OCC(C)(C)O)=O)NC(C1=CC=C(C=C1)OC(F)F)=O N-(5-(2,6-Difluoro-4-methoxyphenyl)-2-(6-(2-hydroxy-2-methylpropoxy)pyridin-2-yl)-1-methyl-3-oxo-2,3-dihydro-1H-pyrazol-4-yl)-4-(difluoromethoxy)benzamide